FC1=CCCS(=O)(=O)O1 4-fluoro-3-butene-1,4-sultone